S1CCNC12CCCC2 1-thia-4-azaspiro[4.4]nonane